[5H,6H,7H-pyrrolo[3,4-b]pyridin-7-yl]methanol hydrochloride Cl.N1=C2C(=CC=C1)CNC2CO